(5R,8R)-8-[(1S)-7-chloro-2,2,6-trifluoro-1-(methoxymethoxy)-1,3-dihydroinden-4-yl]-3-fluoro-5-hydroxy-5,6,7,8-tetrahydronaphthalene-1-carbonitrile ClC=1C(=CC(=C2CC([C@H](C12)OCOC)(F)F)[C@H]1CC[C@H](C=2C=C(C=C(C12)C#N)F)O)F